C(CCCC(=O)OCC(CCCCCCCC)CCCCCC)(=O)OCCC1CCN(CC1)CCSSCCN1CCC(CC1)CCOC(CCCC(=O)OC(C)CCCC)=O O1-[2-[1-[2-[2-[4-[2-[5-(2-hexyloxy)-5-oxo-pentanoyl] oxyethyl]-1-piperidinyl] ethyldisulfanyl] ethyl]-4-piperidinyl] ethyl] O5-(2-hexyldecyl) glutarate